1-hydroxydecan-4-yl 5-(pyrrolidin-1-yl)pentanoate N1(CCCC1)CCCCC(=O)OC(CCCO)CCCCCC